FC1=CC(=C(C=C1)C=1C2=C(C(=NC1C=1C=CC(N(C1)C1CN(C1)C(C=C)=O)=O)C=1C=C3CCNCC3=CC1)C=CS2)OC 5-[7-(4-fluoro-2-methoxy-phenyl)-4-(1,2,3,4-tetrahydroisoquinolin-6-yl)thieno[3,2-c]pyridin-6-yl]-1-(1-prop-2-enoylazetidin-3-yl)pyridin-2-one